CC1CCCC(O1)CCO 6-methyl-2-(2'-hydroxyethyl)oxacyclohexane